(5S)-5-[[8-methoxy-6-(4,4,5,5-tetramethyl-1,3,2-dioxaborolan-2-yl)-3,4-dihydro-1H-isoquinolin-2-yl]-methyl]pyrrolidin-2-one COC=1C=C(C=C2CCN(CC12)C[C@@H]1CCC(N1)=O)B1OC(C(O1)(C)C)(C)C